CC(C)(CC1=CC(=CC=C1)C)C 2,2-dimethyl-3-(3-methylphenyl)propan